2-(5-(6-chloro-7-fluoro-5-methoxy-1-methyl-3-(1H-pyrazol-4-yl)-1H-indol-2-yl)-1H-1,2,4-triazol-3-yl)propanenitrile ClC1=C(C=C2C(=C(N(C2=C1F)C)C1=NC(=NN1)C(C#N)C)C=1C=NNC1)OC